FC(C)(F)C=1N=CNC(C1OC=1C=C(C#N)C=C(C1)C(F)F)=O 3-((4-(1,1-difluoro-ethyl)-6-oxo-1,6-dihydropyrimidin-5-yl)oxy)-5-(difluoro-methyl)benzonitrile